N-[2-(3,3-difluoropyrrolidin-1-yl)-4-(2-fluoro-phenyl)-3-pyridyl]-4-(1-methoxy-1-methyl-ethyl)-piperidine-1-carboxamide FC1(CN(CC1)C1=NC=CC(=C1NC(=O)N1CCC(CC1)C(C)(C)OC)C1=C(C=CC=C1)F)F